(2S,4R)-4-(4-bromo-phenylsulfonyl)-N-(1-cyanocyclopropyl)-1-(1-(trifluoromethyl)cyclopropanecarbonyl)pyrrolidine-2-carboxamide BrC1=CC=C(C=C1)S(=O)(=O)[C@@H]1C[C@H](N(C1)C(=O)C1(CC1)C(F)(F)F)C(=O)NC1(CC1)C#N